C(C)C=1OC(=CC1NC(C1=C(C=C(C=C1)C(F)(F)F)S(=O)(=O)CC)=O)C(C(F)(F)F)(F)F N-[2-ethyl-5-(pentafluoroethyl)furan-3-yl]-2-(ethylsulfonyl)-4-(trifluoromethyl)benzamide